C(=O)N1[C@@H](C2=CC(=C(C=C2CC1)OC)OC)CC1=CC(=C(C(=C1)OC)OC)OC (R)-N-formyl-6,7-dimethoxy-1-(3,4,5-trimethoxybenzyl)-1,2,3,4-tetrahydroisoquinoline